BrC1=C(C=C2C(=NC(=NC2=C1)NN)N(C)C1=CC(=CC=C1)F)F 7-bromo-N-(3-fluorophenyl)-6-fluoro-2-hydrazino-N-methyl-quinazolin-4-amine